1-(((3-butyl-7-(ethylsulfanyl)-1,1-dioxo-5-phenyl-2,3,4,5-tetrahydro-1,2,5-benzothiadiazin-8-yl)oxy)methyl)cyclopropane-1-carboxylic acid C(CCC)C1NS(C=2C(C1)N(C=C(C2OCC2(CC2)C(=O)O)SCC)C2=CC=CC=C2)(=O)=O